4-[1-(Cyclobutyl-methyl)-8-dimethylamino-2-oxo-8-phenyl-1,3-diazaspiro[4.5]decan-3-yl]-butyric acid methyl ester COC(CCCN1C(N(C2(C1)CCC(CC2)(C2=CC=CC=C2)N(C)C)CC2CCC2)=O)=O